[1-(4-bromo-2-chloro-5-methyl-phenyl)-2,2,2-trifluoro-1-methyl-ethyl] methanesulfonate CS(=O)(=O)OC(C(F)(F)F)(C)C1=C(C=C(C(=C1)C)Br)Cl